1-benzofuran-5-carboxamide O1C=CC2=C1C=CC(=C2)C(=O)N